BrC=1C(C(=C(N(C1)C1=C(C=CC(=C1)O)C)C1=C(C=C(C=C1F)F)F)Cl)=O 5-bromo-3-chloro-1-(5-hydroxy-2-methylphenyl)-2-(2,4,6-trifluorophenyl)pyridin-4(1H)-one